COC(=O)C1=NC(=CC(=C1)/C(/N)=N/O)OC1CCC1 (Z)-6-cyclobutoxy-4-(N'-hydroxycarbamimidoyl)pyridine-2-carboxylic acid methyl ester